ONC(=O)C1=CC=CC(=N1)C(=O)N N6-hydroxypyridine-2,6-dicarboxamide